3-methoxy-N1-[3-(trifluoromethyl)phenyl]indan-1,5-diamine COC1CC(C2=CC=C(C=C12)N)NC1=CC(=CC=C1)C(F)(F)F